5-[2-Isopropyl-4-methoxy-5-(2-methyl-thiazol-4-yl)-phenoxy]-pyrimidine-2,4-diamine C(C)(C)C1=C(OC=2C(=NC(=NC2)N)N)C=C(C(=C1)OC)C=1N=C(SC1)C